(4-((2-(4-methylpiperazin-1-yl)ethyl)amino)-6-phenyl-1,3,5-triazine-2-yl)-L-histidine methyl ester COC([C@@H](NC1=NC(=NC(=N1)NCCN1CCN(CC1)C)C1=CC=CC=C1)CC1=CNC=N1)=O